methyl-3-(4-bromothiazol-2-yl)-1-tosyl-1H-pyrrolo[2,3-b]pyridine-5-carboxylic acid CC1=C(C=2C(=NC=C(C2)C(=O)O)N1S(=O)(=O)C1=CC=C(C)C=C1)C=1SC=C(N1)Br